C(C)\[N+](=C/C(CCCCCCCCC)C)\[O-] (e)-N-ethyl-2-methylundecan-1-imine oxide